N[C@@H]1CC(CC[C@H]1O)C(=O)N(C)C (3R,4R)-3-amino-4-hydroxy-N,N-dimethyl-cyclohexane-1-carboxamide